CC1=CC2=C(N=C(N=C2NCCCC2=CC=C(C=C2)C2=CC=C(C=C2)OC(F)(F)F)N2N=NC=C2)S1 6-methyl-2-(1H-1,2,3-triazol-1-yl)-N-(3-(4'-(trifluoromethoxy)-[1,1'-biphenyl]-4-yl)propyl)thieno[2,3-d]pyrimidin-4-amine